5-(2-(isopropylamino)ethyl)-4-methylthiazol-2-amine C(C)(C)NCCC1=C(N=C(S1)N)C